NC1=NC=CC=C1C1=NC=2C(=NC(=CC2)C=2C=NC(=CC2)C(C)C)N1C1=CC=C(CN2CCC(CC2)NC2=NC(=NC=C2)C#N)C=C1 4-((1-(4-(2-(2-Aminopyridin-3-yl)-5-(6-isopropylpyridin-3-yl)-3H-imidazo[4,5-b]pyridin-3-yl)benzyl)piperidin-4-yl)amino)pyrimidine-2-carbonitrile